1,5-dimethyl-1,2,3,6-tetrahydropyridin-3-yl pivalate C(C(C)(C)C)(=O)OC1CN(CC(=C1)C)C